C(C)(C)(C)OC(=O)N1C(CN(CC1)C(C1=CC=C(C=C1)F)C1=CC=C(C=C1)F)C1=CC=CC=C1 4-(Bis(4-fluorophenyl)methyl)-2-phenylpiperazine-1-carboxylic acid tert-butyl ester